ClC=1C(=NN(C1C)C=1C=C(C(=O)N(C)C2=CC3=C(N=C(O3)C)C=C2Cl)C=CC1)C 3-(4-chloro-3,5-dimethyl-pyrazol-1-yl)-N-(5-chloro-2-methyl-1,3-benzoxazol-6-yl)-N-methyl-benzamide